5-(Tert-butyl)-3-methyl-2-phenylbenzofuran C(C)(C)(C)C=1C=CC2=C(C(=C(O2)C2=CC=CC=C2)C)C1